para-bromotriphenyltriazine BrC1N(N(N(C=C1)C1=CC=CC=C1)C1=CC=CC=C1)C1=CC=CC=C1